methyl 5-(4,4,5,5-tetramethyl-1,3,2-dioxaborolan-2-yl)nicotinate CC1(OB(OC1(C)C)C=1C=NC=C(C(=O)OC)C1)C